C(C1=CC=CC=C1)NC(N([C@@H]1CC[C@H](CC1)NC1=NC=C(C(=N1)OC1COC1)C(F)(F)F)C=1C=NN(C1)C=1C=NC(=NC1)OC)=O 3-benzyl-1-(1-(2-methoxypyrimidin-5-yl)-1H-pyrazol-4-yl)-1-(trans-4-((4-((oxetan-3-yl)oxy)-5-(trifluoromethyl)pyrimidin-2-yl)amino)cyclohexyl)urea